2,4-dimethyl-1,6-octanediamine CC(CN)CC(CC(CC)N)C